(S)-3-(trifluoromethyl)-6,6a,7,8,9,10-hexahydrodipyrazino[2,3-b:1',2'-d][1,4]oxazine FC(C=1C=NC2=C(OC[C@H]3N2CCNC3)N1)(F)F